CCCCCCCCCCCC=O 12-Dodecanal